3-(5-methyl-2,4-dioxo-6-(prop-1-yn-1-yl)-1,4-dihydrothieno[2,3-d]pyrimidin-3(2H)-yl)bicyclo[1.1.1]pentane-1-carboxylic acid CC1=C(SC=2NC(N(C(C21)=O)C21CC(C2)(C1)C(=O)O)=O)C#CC